BrC=1C=C(C=CC1)C1(CC(C1)O)C(=O)NNC(NC)=S 2-((1s,3s)-1-(3-bromophenyl)-3-hydroxycyclobutane-1-carbonyl)-N-methylhydrazine-1-carbothioamide